6-(4-chlorophenyl)-N-(1-cyclopropyl-2-hydroxyethyl)-2-(5-fluoropyridin-3-yl)-3-oxo-2,3-dihydropyridazine-4-carboxamide ClC1=CC=C(C=C1)C=1C=C(C(N(N1)C=1C=NC=C(C1)F)=O)C(=O)NC(CO)C1CC1